OC1=C2C=C[C@](OC2=CC(=C1C(=O)O)CCCCC)(CCC=C(C)C)C (R)-5-hydroxy-2-methyl-2-(4-methylpent-3-en-1-yl)-7-pentyl-2H-chromene-6-carboxylic acid